1-N'-(4-fluorophenyl)-1-N-[4-(7-methoxy-6-methylsulfonylquinolin-4-yl)oxyphenyl]cyclopropane-1,1-dicarboxamide FC1=CC=C(C=C1)NC(=O)C1(CC1)C(=O)NC1=CC=C(C=C1)OC1=CC=NC2=CC(=C(C=C12)S(=O)(=O)C)OC